Cl.N[C@@H]1[C@@H]([C@H]2CC[C@@H](C1)N2C2=C(N=C1C(=N2)NN=C1C1=C(C2=C(N=C(S2)CO)C=C1)Cl)C)F (6-{6-[(1R,2S,3S,5S)-3-amino-2-fluoro-8-azabicyclo[3.2.1]octan-8-yl]-5-methyl-1H-pyrazolo[3,4-b]pyrazin-3-yl}-7-chloro-1,3-benzothiazol-2-yl)methanol, hydrochloride